tert-butyl (6-chloro-5-fluoro-4-(methylcarbamoyl)pyridin-3-yl)carbamate ClC1=C(C(=C(C=N1)NC(OC(C)(C)C)=O)C(NC)=O)F